8-chloro-3-(cyclopropylmethyl)-7-[1-(3-pyridinyl)-1H-indol-5-yl]-1,2,4-triazolo[4,3-a]pyridine ClC=1C=2N(C=CC1C=1C=C3C=CN(C3=CC1)C=1C=NC=CC1)C(=NN2)CC2CC2